ClC=1N=C(C2=C(N1)C(=C1N2C=CN=C1C1=C2C=NN(C2=CC(=C1C1CC1)C)C1OCCCC1)I)N1CCOC[C@](C1)(O)C (6S)-4-(2-chloro-9-(5-cyclopropyl-6-methyl-1-(tetrahydro-2H-pyran-2-yl)-1H-indazol-4-yl)-10-iodopyrazino[1',2':1,5]pyrrolo[3,2-d]pyrimidin-4-yl)-6-methyl-1,4-oxazepan-6-ol